tert-butylmethyl((1r,3r)-3-((5-(5-methyl-5H-pyrido[4,3-b]indol-7-yl)pyridin-2-yl)oxy)cyclobutyl)carbamate C(C)(C)(C)OC(N(C1CC(C1)OC1=NC=C(C=C1)C=1C=CC=2C3=C(N(C2C1)C)C=CN=C3)C)=O